oxo-1',4'-dihydro-2'H-spiro[pyrrolidine-3,3'-quinoline]-5-carboxamide O=C1NC2=CC=CC=C2CC12CNC(C2)C(=O)N